4-((4-Methoxy-5-(pyrazolo[1,5-a]pyridin-5-yl)-7H-pyrrolo[2,3-d]pyrimidin-2-yl)amino)cyclohexan-1-ol COC=1C2=C(N=C(N1)NC1CCC(CC1)O)NC=C2C2=CC=1N(C=C2)N=CC1